C(=O)(O)CCNCCC[Si](O)(O)C N-(2-carboxy)ethyl-3-aminopropylmethylsilanediol